FC([C@H]1N(C(CC1)=C=O)C=1N=C2N(CCOC3=C2C=CC(=C3)N[C@H](C(=O)N)C)C1)F (S)-2-((2-((S)-2-(difluoromethyl)-5-carbonylpyrrolidin-1-yl)-5,6-dihydrobenzo[f]imidazo[1,2-d][1,4]oxazepin-9-yl)amino)propanamide